3-[N-(2-aminoethyl)amino]propyl-methyldimethoxysilane Methyl-N-(2-(4-((tert-butoxycarbonyl)amino)piperidin-1-yl)thiazole-4-carbonyl)-O-(tert-butyldimethylsilyl)-Z-serinate COC([C@@H](NC(=O)C=1N=C(SC1)N1CCC(CC1)NC(=O)OC(C)(C)C)CO[Si](C)(C)C(C)(C)C)=O.NCCNCCC[Si](OC)(OC)C